(S)-quinuclidin-3-yl-(7'-bromo-3',4'-dihydro-1'H-spiro[cyclopropane-1,2'-naphthalene]) N12CC(C(CC1)CC2)[C@H]2C1(CCC3=CC=C(C=C23)Br)CC1